CN1CCN(CC1)CC1=CC(=NC=C1)NC=1SC2=C(N1)C=CC(=C2)C=2C=NC=NC2 N-(4-((4-methylpiperazin-1-yl)methyl)pyridin-2-yl)-6-(pyrimidin-5-yl)benzo-[d]thiazol-2-amine